diisobutyl 3,6-dimethylcyclohexane-1,2-dicarboxylate CC1C(C(C(CC1)C)C(=O)OCC(C)C)C(=O)OCC(C)C